C(CCCCCCC)C1=CC=C2C=3C=CC(=CC3NC2=C1)NC1=CC=CC=C1 7-Octyl-N-phenyl-9H-carbazol-2-amine